BrC1=CC=2C(=NC=CC2S1)N([C@H]1CN(CCC1)C(=O)[O-])C(C1=C(C=C(C=C1)C=1N=NN(C1)C)F)=O (3R)-3-[(2-bromothieno[3,2-c]pyridin-4-yl)-[2-fluoro-4-(1-methyltriazol-4-yl)benzoyl]amino]piperidine-1-carboxylate